6-phosphogluconic acid tert-butyl ester C(C)(C)(C)OC(=O)[C@H](O)[C@@H](O)[C@H](O)[C@H](O)COP(=O)(O)O